COC(C(C(=O)OC(C)(C)C)C1=NC=C(C=C1F)Br)=O 2-(5-bromo-3-fluoropyridin-2-yl)malonic acid 1-(tert-butyl) 3-methyl ester